C(C)OC(=O)C=1OC2=C(C1C)C=C(C=C2)S(NC2=C1C=CNC1=CC=C2)(=O)=O 5-(N-(1H-indol-4-yl)sulfamoyl)-3-methylbenzofuran-2-carboxylic acid ethyl ester